5α,6α-epoxycholestan-3β-ol CC(C)CCC[C@@H](C)[C@H]1CC[C@H]2[C@@H]3C[C@H]4[C@]5(C[C@H](CC[C@]5(C)[C@H]3CC[C@]12C)O)O4